NC1(CCN(CC1)C=1C(NC(=CN1)SC1=C(C(=CC=C1)Cl)Cl)=O)CF 3-(4-amino-4-(fluoromethyl)piperidin-1-yl)-6-((2,3-dichlorophenyl)thio)pyrazin-2(1H)-one